C(C)NCCCSC N-ethyl-3-methylsulfanylpropan-1-amine